1-[3-(dimethylamino)-1,2,4-thiadiazol-5-yl]-7-{3-[(2-ethoxyethyl)carbamoyl]azetidin-1-yl}-5-methyl-4-oxo-1,4-dihydro-1,8-naphthyridine-3-carboxylic acid CN(C1=NSC(=N1)N1C=C(C(C2=C(C=C(N=C12)N1CC(C1)C(NCCOCC)=O)C)=O)C(=O)O)C